4-methoxy-N-methyl-2-nitroaniline COC1=CC(=C(NC)C=C1)[N+](=O)[O-]